4-(2,6-bis((2,5,8,11,14,17,20,23-octaoxapentacosane-25-yl)carbamoyl)-4-(2,5-dioxo-2,5-dihydro-1H-pyrrol-1-yl)phenoxy)butyric acid COCCOCCOCCOCCOCCOCCOCCOCCNC(=O)C1=C(OCCCC(=O)O)C(=CC(=C1)N1C(C=CC1=O)=O)C(NCCOCCOCCOCCOCCOCCOCCOCCOC)=O